NC1=NC=NN2C1=CC=C2[C@H]2[C@@H]([C@@H]([C@@](O2)(CF)COP(=O)(OC2=CC=CC=C2)N[C@@H](C)C(=O)OCCCC)O)O butyl ((((2R,3S,4R,5S)-5-(4-aminopyrrolo[2,1-f][1,2,4]triazin-7-yl)-2-(fluoromethyl)-3,4-dihydroxytetrahydrofuran-2-yl)methoxy)(phenoxy)phosphoryl)-L-alaninate